FC1=C(C(=CC2=C1C[C@@H](CS2)NCCC(C)C2=CC=CC=C2)O)N2CC(N[SH2]2=O)=O 5-{(3S)-5-fluoro-7-hydroxy-3-[(3-phenylbutyl)amino]-3,4-dihydro-2H-1-benzothiopyran-6-yl}-1λ6,2,5-thiadiazolidine-1,3-dione